FC1=CC=C(C=C1)[C@@](CC(=O)NC1(CC1)C1=CC(=NC=C1)OCC(F)(F)F)(C)O (S)-3-(4-fluorophenyl)-3-hydroxy-N-(1-(2-(2,2,2-trifluoroethoxy)pyridin-4-yl)cyclopropyl)butanamide